O1C(COC2=C1C=CC=C2)C2=CC=C(CN(CCOC)C)C=C2 N-[4-(2,3-dihydro-1,4-benzodioxin-2-yl)benzyl]-2-methoxy-N-methylethanamine